tert-butyl ((1R,3S)-3-(6-cyano-2-(3-fluoropyridin-2-yl)-3H-imidazo[4,5-c]pyridin-3-yl)cyclohexyl)carbamate C(#N)C1=CC2=C(C=N1)N(C(=N2)C2=NC=CC=C2F)[C@@H]2C[C@@H](CCC2)NC(OC(C)(C)C)=O